(Z)-1-(4-(5-hydroxy-1-(4-(4-isopropylpiperazin-1-yl)phenyl)-2-phenylpent-1-en-1-yl)phenyl)guanidine OCCCC(=C(C1=CC=C(C=C1)N1CCN(CC1)C(C)C)C1=CC=C(C=C1)N\C(=N/[H])\N)C1=CC=CC=C1